3-tert-butyl-N2-cyclopentyl-6-(4-pyridinyl)pyridine-2,3-diamine C(C)(C)(C)C1(C(N=C(C=C1)C1=CC=NC=C1)NC1CCCC1)N